NN=N aminoiminoamine